1-(3-((4-((4-bromo-3-chlorophenyl)amino)pyrido-[3,4-d]pyrimidin-6-yl)oxy)-azetidin-1-yl)prop-2-en-1-one BrC1=C(C=C(C=C1)NC=1C2=C(N=CN1)C=NC(=C2)OC2CN(C2)C(C=C)=O)Cl